FC(C(=O)O)(F)F.OC1=CC=C(CNC([C@@H](CCCN\C(=N/C(NCCNC(CC)=O)=O)\N)NC([C@@H](C2=CC=CC=C2)N2CC3=CC=CC=C3C2)=O)=O)C=C1 (R)-N-(4-hydroxybenzyl)-2-((R)-2-(isoindolin-2-yl)-2-phenylacetamido)-5-((Z)-2-((2-propionamidoethyl)carbamoyl)guanidino)pentanamide 2,2,2-trifluoroacetate